C1(=CC=CC=C1)C1(CC(C(CC1)C(CO)C)O)C 1-phenyl-p-menthane-3,9-diol